CC1(OC2=C(N(C1=O)C)C=C1C(=C2)C(=NN=C1N[C@H](C)C1=CC(=CC=C1)C(F)(F)F)C)C 2,2,4,9-tetramethyl-6-[[(1R)-1-[3-(trifluoromethyl)phenyl]ethyl]amino]pyridazino[4,5-g][1,4]benzoxazin-3-one